ClC=1C(=C(C(=C(C1)C(C)N1N=C(C=2C1=NC=NC2)C)OC)C=2C=NC(=CC2)N(C)C)C 1-(1-(5-chloro-3-(6-(dimethylamino)pyridin-3-yl)-2-methoxy-4-methylphenyl)ethyl)-3-methyl-1H-pyrazolo[3,4-d]pyrimidin